tris(4-hydroxyphenylmethyl)amine OC1=CC=C(C=C1)CN(CC1=CC=C(C=C1)O)CC1=CC=C(C=C1)O